N2-(2-(1-(Cyclopropylsulfonyl)-1H-pyrazol-4-yl)pyrimidin-4-yl)-5-(1-(difluoromethyl)-1H-pyrazol-3-yl)-N4-((1s,4s)-4-fluorocyclohexyl)pyridine-2,4-diamine C1(CC1)S(=O)(=O)N1N=CC(=C1)C1=NC=CC(=N1)NC1=NC=C(C(=C1)NC1CCC(CC1)F)C1=NN(C=C1)C(F)F